FC1=CC(=C(C=C1[N+](=O)[O-])NC1=NC=CC(=N1)C1=CN(C2=CC=CC=C12)C)OC1OCCCC1 N-(4-fluoro-5-nitro-2-((tetrahydro-2H-pyran-2-yl)oxy)phenyl)-4-(1-methyl-1H-indol-3-yl)pyrimidin-2-amine